(5-bromo-3-oxetan-3-ylmethyl-2,4-dioxo-3,4-dihydro-2H-pyrimidin-1-yl)-methyl acetate C(C)(=O)OCN1C(N(C(C(=C1)Br)=O)CC1COC1)=O